C(C=C)N1C(=NC2=C1C=CC=C2)C2=C(C=C(C=C2)C)C 1-allyl-2-(2,4-dimethylphenyl)-1H-benzo[d]imidazole